CC=1C(=NC=CN1)C(=O)NC=1SC2=C(N1)C=CC(=C2)[N+](=O)[O-] 3-methyl-N-(6-nitrobenzo[d]thiazol-2-yl)pyrazine-2-carboxamide